OCCN(CC(=O)O)CCO N,N-bis(2-hydroxy-ethyl)glycine